4-{8-amino-3-[(6S,8aR)-6-methyl-3-oxohexahydro[1,3]oxazolo[3,4-a]pyridin-6-yl]imidazo[1,5-a]pyrazin-1-yl}-3-ethoxy-N-[4-(trifluoromethyl)pyridin-2-yl]benzamide NC=1C=2N(C=CN1)C(=NC2C2=C(C=C(C(=O)NC1=NC=CC(=C1)C(F)(F)F)C=C2)OCC)[C@]2(CC[C@H]1N(C2)C(OC1)=O)C